OC(CCCCC(=O)O)CCCCCCCCCCCC 6-Hydroxy-octadecanoic acid